CN(C1CCN(CC1)C(=O)C=1SC2=C(N1)C(=C(N2)C=2C=C(C=1N(C2)N=CN1)C)C(C)C)C (4-(dimethylamino)piperidin-1-yl)(6-isopropyl-5-(8-methyl-[1,2,4]triazolo[1,5-a]pyridin-6-yl)-4H-pyrrolo[3,2-d]thiazol-2-yl)methanone